2-[4-(2-amino-1,6-dimethyl-benzoimidazol-4-yl)-2-methyl-pyrazol-3-yl]benzonitrile hydrochloride Cl.NC1=NC2=C(N1C)C=C(C=C2C2=C(N(N=C2)C)C2=C(C#N)C=CC=C2)C